ClCC1=NC2=C(N1CC1=CN=CN1C)C=C(C=C2)C(=O)OC methyl 2-(chloromethyl)-1-[(1-methyl-1H-imidazol-5-yl) methyl]-1H-benzoimidazole-6-carboxylate